FC1=C(C(=CC=C1)F)C1=N[C@H](C2=NN=C(N2C=2SC=3CC[C@@H](CCC3C12)O)C)C (7s,14r)-9-(2,6-difluorophenyl)-3,7-dimethyl-18-thia-2,4,5,8-tetraazatetracyclo[8.8.0.02,6.011,17]octadeca-1(10),3,5,8,11(17)-pentaen-14-ol